OCCOC=1C(=C(C2=CC=CC=C2C1C1=CC=CC2=CC=CC=C12)C1=CC=C(C2=CC=CC=C12)C1=CC=CC2=CC=CC=C12)OCCO bis(2-hydroxyethoxy)-4,4'-bis(1-naphthyl)-1,1'-binaphthyl